(4-bromophenoxy)-1H-1,2,3-triazole-4-carboxylic acid BrC1=CC=C(ON2N=NC(=C2)C(=O)O)C=C1